N-(2-methoxy-3-{[2-(pyrrolidin-1-yl)ethoxy]methyl}-6H,7H,8H,9H-cyclohexa[b]1,5-naphthyridin-10-yl)-1-(pyridin-3-yl)piperidin-4-amine COC=1N=C2C(=C3C(=NC2=CC1COCCN1CCCC1)CCCC3)NC3CCN(CC3)C=3C=NC=CC3